((4-(5,6-dimethylpyrimidin-4-yl)piperazin-1-yl)methyl)-6-fluorobenzo[d]oxazole CC=1C(=NC=NC1C)N1CCN(CC1)CC=1OC2=C(N1)C=CC(=C2)F